(4-(3-fluoro-4-(trifluoromethyl)phenyl)piperidin-1-yl)(3-(3-hydroxyoxetan-3-yl)phenyl)methanone FC=1C=C(C=CC1C(F)(F)F)C1CCN(CC1)C(=O)C1=CC(=CC=C1)C1(COC1)O